[4-(2-bromoethyl)phenyl]methoxy-tert-butyl-dimethyl-silane BrCCC1=CC=C(C=C1)CO[Si](C)(C)C(C)(C)C